C1(CC1)C=1C=C(C=C(C1)CN1C[C@H](N[C@H](C1)C)C)C=1C(=NC(=NC1)N)C1=CNC2=CC(=CC=C12)C (3-cyclopropyl-5-(((3r,5s)-3,5-dimethylpiperazin-1-yl)methyl)-phenyl)-4-(6-methyl-1H-indol-3-yl)pyrimidin-2-amine